O[C@H](C(=O)O)C1=CC=CC=C1.C1(=CC=CC=C1)\C=C(/CC)\[C@H]1[C@@H](C1)N (1R,2S)-2-((E)-1-phenylbut-1-en-2-yl)cyclopropylamine (S)-2-hydroxy-2-phenylacetate